C(C)(C)(C)C=1C=C(C=C(C1O)C(C)(C)C)CCC(=O)[O-] 3-(3,5-di-tert-butyl-4-hydroxyphenyl)propanoat